C(C)OC=1C=C(C=2N(C1)N=C1C2C=NN1)C=1C=CC(=NC1)N1C[C@H]([C@H](CC1)NC(C(C(C)C)C)=O)O N-((3R,4S)-1-(5-(6-ethoxy-1H-pyrazolo[3',4':3,4]pyrazolo[1,5-a]pyridin-4-yl)pyridin-2-yl)-3-hydroxypiperidin-4-yl)-2,3-dimethylbutanamide